COC=1C(=CC=2C3=C(C=NC2C1)N(C(N3C=3C(=NNC3)C)=O)C)C=3C=NN(C3)C 7-Methoxy-3-methyl-1-(3-methyl-1H-pyrazol-4-yl)-8-(1-methyl-1H-pyrazol-4-yl)-1,3-dihydroimidazo[4,5-c]-quinolin-2-one